(S)-N-(2,3,6-trifluoro-4-((3-(2-(piperidin-3-ylamino)pyrimidin-4-yl)pyridin-2-yl)oxy)phenyl)-1-(6-(trifluoromethyl)pyridin-3-yl)methanesulfonamide FC1=C(C(=CC(=C1F)OC1=NC=CC=C1C1=NC(=NC=C1)N[C@@H]1CNCCC1)F)NS(=O)(=O)CC=1C=NC(=CC1)C(F)(F)F